C(C1=CC=CC=C1)SC1=C(C=C(C=C1)NC([C@H](CC1=CC=CC=C1)NC(=O)C1=NC=C(C=C1)F)=O)C (S)-N-(1-(4-(benzylsulfanyl)-3-methylphenylamino)-1-oxo-3-phenylprop-2-yl)-5-fluoropyridin-amide